Cl.ClC1=C(C(=O)N(C)C)C=CC(=C1)OC1CN(C1)C1CCNCC1 2-chloro-N,N-dimethyl-4-(1-(piperidin-4-yl)azetidin-3-yloxy)benzamide hydrochloride